C1(=CC=CC=C1)[C@H](C)NC(O[C@@H]1C(NCC1)=O)=O (S)-2-Oxopyrrolidin-3-yl ((S)-1-phenylethyl)carbamate